ClC=1C(=CC(=NC1)C(=O)OC)N1C(N(C(CC1)=O)CC1=CC=C(C=C1)OC)=O methyl 5-chloro-4-(3-(4-methoxybenzyl)-2,4-dioxotetrahydropyrimidin-1(2H)-yl)picolinate